C(C)(C)(C)OC(NS(=O)(=O)C1=CC(=C(C=C1)[N+](=O)[O-])F)=O tert-butyl((3-fluoro-4-nitrophenyl)sulfonyl)carbamate